CC1=NC(=CC(=N1)C1=C(C(=O)N)C=CC(=C1)[N+](=O)[O-])C (2,6-dimethylpyrimidin-4-yl)-4-nitrobenzamide